C1=CC=CC=2C3=CC=CC=C3C(C12)COC(=O)N[C@@H](CC1=CC=CC=C1)C(=O)NCC(=O)O (((9H-fluoren-9-yl)methoxy)carbonyl)-L-phenylalanylglycine